C(C)OCC(CN1CCC(CC1)NC1=C2C=C(N(C2=CC=C1)CC(F)(F)F)C#CCNC1=C(C=C(C=C1)S(=O)(=O)C)OC)O 1-ethoxy-3-(4-((2-(3-((2-methoxy-4-(methylsulfonyl)phenyl)amino)prop-1-yn-1-yl)-1-(2,2,2-trifluoroethyl)-1H-indol-4-yl)amino)piperidin-1-yl)propan-2-ol